C12CNCC(CC1)N2C=2SC=1CN(CCC1N2)C(=O)C=2C(=NC(=CC2)F)OC (2-(3,8-diazabicyclo[3.2.1]octan-8-yl)-6,7-dihydrothiazolo[5,4-c]pyridin-5(4H)-yl)(6-fluoro-2-methoxypyridin-3-yl)methanone